BrC=1C(=C(NC2=NC=NC3=CC4=C(C=C23)O[C@H](CO4)CC4N(CCNC4)C(=O)OC(C)(C)C)C=CC1)F tert-Butyl {[(7S)-4-(3-bromo-2-fluoroanilino)-7,8-dihydro[1,4]dioxino[2,3-g]quinazolin-7-yl]methyl}piperazine-1-carboxylate